5-([1,1'-biphenyl]-3-ylmethyl)-4-(methylsulfonylamino)-6-azaspiro[2.5]octane-6-carboxylic acid methyl ester COC(=O)N1C(C(C2(CC2)CC1)NS(=O)(=O)C)CC=1C=C(C=CC1)C1=CC=CC=C1